[1,2-13C2]acetate [13C]([13CH3])(=O)[O-]